3,5-dichloro-2,4,6-trifluoro-benzoic acid ClC=1C(=C(C(=O)O)C(=C(C1F)Cl)F)F